FC1=C(C=CC2=C1CNS2(=O)=O)NC2=NNC(=C2)C2CC(CC2)C=2OC(=C(N2)C(=O)OCC)C(C)C ethyl 2-(3-(3-((4-fluoro-1,1-dioxido-2,3-dihydrobenzo[d]isothiazol-5-yl)amino)-1H-pyrazol-5-yl)cyclopentyl)-5-isopropyloxazole-4-carboxylate